C(C)OC(=O)C=1N(C(=CN1)B(O)O)C 2-(ETHOXYCARBONYL)-1-METHYL-1H-IMIDAZOL-5-YLBORONIC ACID